C[C@@H]1N(CCOC1)CC1=CC=C(C=C1)C1=CC2=C(CC3=C2NN=C3C3=CC=C2C=NN(C2=C3)C)S1 (S)-3-methyl-4-(4-(3-(1-methyl-1H-indazol-6-yl)-1,4-dihydrothieno[2',3':4,5]cyclopenta[1,2-c]pyrazol-6-yl)benzyl)morpholine